2-chloro-4,6-difluoro-1,3-diazine ClC1=NC(=CC(=N1)F)F